4-(2-acryloyl-2,6-diazaspiro[3.4]octan-6-yl)-6-(5-methyl-1H-indazol-4-yl)-2-((5-(trifluoromethyl)pyridin-2-yl)methoxy)pyrimidine-5-carbonitrile C(C=C)(=O)N1CC2(C1)CN(CC2)C2=NC(=NC(=C2C#N)C2=C1C=NNC1=CC=C2C)OCC2=NC=C(C=C2)C(F)(F)F